4'-chloro-4-biphenyl-boronic acid ClC1=CC=C(C=C1)C1=CC=C(C=C1)B(O)O